BrC=1C=C(C2=C(N(C(=N2)C(C)NC(OC(C)(C)C)=O)C(C)C)C1)F tert-butyl {1-[6-bromo-4-fluoro-1-(propan-2-yl)-1H-benzimidazol-2-yl]ethyl}carbamate